CO[C@H]1CN2C(OC1)=C(C=N2)S(=O)(N)=NC(C2=CC=CC=C2)(C2=CC=CC=C2)C2=CC=CC=C2 (6S)-6-methoxy-N'-trityl-6,7-dihydro-5H-pyrazolo[5,1-b][1,3]oxazine-3-sulfonimidamide